C12C(C3CC(CC(C1)C3)C2)NC(CN2C(C(=CC=C2)NC([C@H](CC/C=C/C(=O)OC)NC(=O)C2=CN=NN2C)=O)=O)=O (S,E)-methyl 7-(1-(2-(2-adamantylamino)-2-oxoethyl)-2-oxo-1,2-dihydropyridin-3-ylamino)-6-(1-methyl-1H-1,2,3-triazole-5-carboxamido)-7-oxohept-2-enoate